C(C=C)C1=CC=C(C=C1)C=1CC2=CC=CC=C2C1 2-[4-(2-propen-1-yl)phenyl]-1H-indene